N-1-tetradecyl-ammonium chloride [Cl-].C(CCCCCCCCCCCCC)[NH3+]